COC1=C(C(=O)P(C(C2=C(C=CC=C2)OC)=O)(C(C2=C(C=CC=C2)OC)=O)=O)C=CC=C1 tris(2-methoxybenzoyl)phosphine oxide